OC1=C(C(=CC(=C1C(=O)NC1=CC=CC=C1)CCCCC)O)C1CCCC(=C1)C 2,6-dihydroxy-5'-methyl-4-pentyl-N-phenyl-1',2',3',4'-tetrahydro-[1,1'-biphenyl]-3-carboxamide